(hydroxymethyl)oxetan OCC1OCC1